C(#N)C1(CCOCC1)C(=O)N[C@@H](CCO[C@@H]1C[C@H](C1)CCC1=NC=2NCCCC2C=C1)C(=O)O N-(4-cyanotetrahydro-2H-pyran-4-carbonyl)-O-(trans-3-(2-(5,6,7,8-tetrahydro-1,8-naphthyridin-2-yl)ethyl)cyclobutyl)homoserine